C(C)(C)(C)C1=CC=2C(=NC(=CN2)C2CCC[C@H]([C@@H](N2)COC2=NC(=NC(=C2)C2=C(C=CC=C2C)C)NS(=O)(=O)C=2C=C(C(=O)O)C=CC2)OC(C)C)N1C([2H])([2H])[2H] 3-[[4-[[(2S,3R)-7-[6-tert-butyl-5-(trideuteriomethyl)pyrrolo[2,3-b]pyrazin-3-yl]-3-isopropoxy-azepan-2-yl]methoxy]-6-(2,6-dimethylphenyl)pyrimidin-2-yl]sulfamoyl]benzoic acid